5-methyl-N-(quinolin-3-ylmethyl)-6-(3-(trifluoromethyl)-7,8-dihydro-1,6-naphthyridin-6(5H)-yl)nicotinamide CC=1C(=NC=C(C(=O)NCC=2C=NC3=CC=CC=C3C2)C1)N1CC=2C=C(C=NC2CC1)C(F)(F)F